N-(3-(6-(1-hydroxybutyl-1-d)-4-methylpyridin-3-yl)-1-methyl-2-oxo-1,2-dihydro-1,6-naphthyridin-7-yl)acetamide OC(CCC)([2H])C1=CC(=C(C=N1)C=1C(N(C2=CC(=NC=C2C1)NC(C)=O)C)=O)C